FC=1C=CC(=NC1)\C=C\C1=CC(=C(C=C1)C(C)C)OC (E)-5-fluoro-2-(4-isopropyl-3-methoxystyryl)pyridine